C(CC=C)OC=1C=C2C(C=C(OC2=CC1)C1=CC=CC=C1)=O 6-(but-3-en-1-yloxy)-2-phenyl-4H-chromen-4-one